1-[3-fluoro-5-(3-methyltriazol-4-yl)phenyl]-6-oxo-pyridazine-3-carboxamide FC=1C=C(C=C(C1)C=1N(N=NC1)C)N1N=C(C=CC1=O)C(=O)N